8-fluoro-3-{2-[2-methoxy-6-(tetrahydro-2H-pyran-4-yl)-3-pyridylamino]-4-pyrimidinylamino}-1,2-dihydro-2-quinolinone FC=1C=CC=C2C=C(C(NC12)=O)NC1=NC(=NC=C1)NC=1C(=NC(=CC1)C1CCOCC1)OC